(4-{2-(morpholin-4-yl)-8-[1-(tetrahydro-2H-pyran-2-yl)-1H-pyrazol-5-yl]-1,7-naphthyridin-4-yl}phenyl)phosphonic acid dimethyl ester COP(OC)(=O)C1=CC=C(C=C1)C1=CC(=NC2=C(N=CC=C12)C1=CC=NN1C1OCCCC1)N1CCOCC1